Cl.CN1CCNCCC1=O 4-methyl-1,4-diazepan-5-one hydrochloride